(S)-5-(hydroxymethyl)pyrrolidin-2-one OC[C@@H]1CCC(N1)=O